1-benzyloxy-3-(methylamino)propan-2-ol C(C1=CC=CC=C1)OCC(CNC)O